C(#N)C1(C(C(=S)[S-])C=CC=C1)CCC 2-cyano-2-propylbenzodithioate